3-(5-Phenyl-3-(4-((piperidin-4-ylamino)methyl)phenyl)-3H-imidazo[4,5-b]pyridin-2-yl)pyridin-2-amine C1(=CC=CC=C1)C1=CC=C2C(=N1)N(C(=N2)C=2C(=NC=CC2)N)C2=CC=C(C=C2)CNC2CCNCC2